O=C(CCOCC(C)([2H])N1C=C(C2=C1C=NNC2=O)C(F)(F)F)N2CCN(CC2)C2=NC=C(C=N2)C(F)(F)F 1-(1-(3-oxo-3-(4-(5-(trifluoromethyl)pyrimidin-2-yl)piperazin-1-yl)propoxy)propan-2-yl-2-d)-3-(trifluoromethyl)-1,5-dihydro-4H-pyrrolo[2,3-d]pyridazin-4-one